ClC=1C=C(C=2N(N1)C(=CN2)C=2C=NN(C2)C2CC2)NCC2=NC1=C(N2)C=C(C(=C1)Cl)Cl 6-chloro-3-(1-cyclopropyl-1H-pyrazol-4-yl)-N-((5,6-dichloro-1H-benzo[d]imidazol-2-yl)methyl)imidazo[1,2-b]pyridazin-8-amine